methyl 5-(4-((benzylcarbamoyl) (trans-4-((5-cyanopyridin-2-yl)amino)cyclohexyl)amino)phenyl)-2-furoate C(C1=CC=CC=C1)NC(=O)N(C1=CC=C(C=C1)C1=CC=C(O1)C(=O)OC)[C@@H]1CC[C@H](CC1)NC1=NC=C(C=C1)C#N